C(C)(C)(C)OC(=O)N1C[C@H](CC1)OC1=C(C=C(C(=O)N2CCC(CC2)OC=2C=C(C=C(C2)C#N)N2CCN(CC2)C(=O)OC(C)(C)C)C=C1)[C@@H]1CC[C@H](CC1)C(C)(C)C trans-tert-butyl (S)-4-(3-((1-(4-((1-(tert-butoxycarbonyl)pyrrolidin-3-yl)oxy)-3-(4-(tert-butyl)cyclohexyl)benzoyl)piperidin-4-yl)oxy)-5-cyanophenyl)piperazine-1-carboxylate